BrC=1C=C(OC2OCCCC2)C=CC1 2-(3-bromophenoxy)tetrahydropyran